C(CCCCCCCCCCC)OS(=O)(=O)C1=CC=CC=C1.[Zn] Zinc dodecylbenzenesulfonate